FC1(CN(C1)[C@H](C=1C=C(C=CC1)N1C(C2=CC(=CC(=C2C1)C(F)(F)F)CNC1(CCC1)C)=O)C1=NN=CN1C)F (R)-2-(3-((3,3-difluoroazetidin-1-yl)(4-methyl-4H-1,2,4-triazol-3-yl)methyl)phenyl)-6-(((1-methylcyclobutyl)amino)methyl)-4-(trifluoromethyl)isoindolin-1-one